C(CCCCC(=O)[O-])(=O)OCC1CC2C(CC1)O2 (3,4-epoxycyclohexylmethyl) adipate